C1(CC1)C1=NC(=CC(=C1)C1=C(C=C(C#N)C=C1)C1=NN=CN1C)N1C(C2=CC(=CC=C2C1)CNCCOCC)=O 4-[2-cyclopropyl-6-(6-{[(2-ethoxyethyl)amino]methyl}-1-oxo-3H-isoindol-2-yl)pyridin-4-yl]-3-(4-methyl-1,2,4-triazol-3-yl)benzonitrile